CC=1N=C(SC1CC(=O)N)NC1=CC=NC=C1 2-(4-methyl-2-(pyridin-4-ylamino)thiazol-5-yl)acetamide